FC(CC(C1=C(NC2=CC=CC=C12)C1=CC=CC=C1)C=1SC=CC1B(O)O)(F)F (2-(3,3,3-trifluoro-1-(2-phenyl-1H-indol-3-yl)propyl)thiophen-3-yl)boronic acid